COC([C@H](CC1=CC=C(C=C1)N1C(C2(C3=CC(=CC=C13)N(C)C)CC2)=O)N)=O (S)-2-amino-3-(4-(5'-(dimethylamino)-2'-oxospiro[cyclopropane-1,3'-indoline]-1'-yl)phenyl)propanoic acid methyl ester